N1=C(C=CC=C1)SSCCC(=O)NCCCCCC(=O)ON1C(CCC1=O)=O succinimidyl 6-[3'-(2-pyridyldithio)propionamido]hexanoate